NCCCCCC(=O)NCC(N[C@@H](CCCNC(=N)N)C(NCC1=CC=C(C=C1)C=1N=NC(=NN1)C)=O)=O 6-amino-N-({[(1S)-4-carbamimidamido-1-({[4-(6-methyl-1,2,4,5-tetrazin-3-yl)phenyl]methyl}carbamoyl)butyl]carbamoyl}methyl)hexanamide